nitro-sulfur [N+](=O)([O-])[S]